1,2-diaziridinylethane N1(NC1)CC